Methyl 5-(2-(tert-butoxy)-2-oxoethoxy)-2-methyl-1H-benzo[d]imidazole-4-carboxylate C(C)(C)(C)OC(COC1=C(C2=C(NC(=N2)C)C=C1)C(=O)OC)=O